barium silanolate salt [SiH3][O-].[Ba+2].[SiH3][O-]